O=C1NC(CCC1C1=NN(C2=CC(=CC=C12)N1CCC(CC1)CN1CCN(CCC1)C(=O)OC(C)(C)C)C)=O tert-butyl 4-((1-(3-(2,6-dioxopiperidin-3-yl)-1-methyl-1H-indazol-6-yl)piperidin-4-yl)methyl)-1,4-diazepane-1-carboxylate